1,3-dioxoindane O=C1CC(C2=CC=CC=C12)=O